C(C1=CC=CC=C1)OC1=CC(=C(C(=C1N(C(C(F)(F)F)=O)CC(=O)OC(C)(C)C)F)C[C@H](CO[Si](C(C)C)(C(C)C)C(C)C)NC(=O)OC(C)(C)C)Br tert-butyl [{6-(benzyloxy)-4-bromo-3-[(2R)-2-[(tert-butoxycarbonyl)amino]-3-{[tri(propan-2-yl)silyl]oxy}propyl]-2-fluorophenyl}(trifluoroacetyl)amino]acetate